5,7-dimethoxy-2-{3-methoxy-5-[2-(pyrrolidin-1-yl)ethoxy]phenyl}-3,4-dihydroquinazolin-4-one COC1=C2C(NC(=NC2=CC(=C1)OC)C1=CC(=CC(=C1)OCCN1CCCC1)OC)=O